O[C@@H]1CN(CC[C@H]1O)C1=CC=C(C=N1)C=1C=C(C=2N(C1)N=CC2C#N)O[C@H](C)C2=NC=C(C=C2)F 6-(6-((3R,4R)-3,4-dihydroxypiperidin-1-yl)pyridin-3-yl)-4-((R)-1-(5-fluoropyridin-2-yl)eth-oxy)pyrazolo[1,5-a]pyridine-3-carbonitrile